ClCCOC=1C=C(C=NC1)CC1(C2=C(N=C(N1)NC)N(C=C2C=2C=C1C=C(C=NC1=CC2)OCC2=CC=C(C=C2)OC)C2=C(C=CC=C2)C)N 4-((5-(2-chloroethoxy)pyridin-3-yl)methyl)-5-(3-((4-methoxybenzyl)oxy)quinolin-6-yl)-N2-methyl-7-tolyl-7H-pyrrolo[2,3-d]pyrimidine-2,4-diamine